COC1=NC=CC(=C1)C=1C(=C2CCCC2=CC1)CC(=O)N 2-(5-(2-methoxypyridin-4-yl)-2,3-dihydro-1H-inden-4-yl)acetamide